1-((R)-2-(5-isopropyl-3-((2-(4-methoxypiperidin-1-yl)pyrimidin-4-yl)amino)-8-((2R,3S)-2-methyl-3-((methylsulfonyl)methyl)azetidin-1-yl)isoquinolin-6-yl)piperidin-1-yl)prop-2-en-1-one C(C)(C)C1=C2C=C(N=CC2=C(C=C1[C@@H]1N(CCCC1)C(C=C)=O)N1[C@@H]([C@H](C1)CS(=O)(=O)C)C)NC1=NC(=NC=C1)N1CCC(CC1)OC